BrC1=CC=C(C=C1CO)C1=NN(C2=CC=C(C=C12)OCCCNC(OCC1=CC=CC=C1)=O)C1OCCCC1 benzyl N-[3-[3-[4-bromo-5-(hydroxymethyl)phenyl]-1-tetrahydropyran-2-yl-indazol-5-yl]oxypropyl]carbamate